ClC(C=CCC1C(CCC1)=O)C 2-(4-Chloropentan-2-en-1-yl)cyclopentan-1-one